9,9-dimethyl-9H-indeno[2,1-d]Pyrimidine CC1(C=2C=CC=CC2C2=C1N=CN=C2)C